(S)-1'-(6-amino-5-((2-amino-3-chloropyridin-4-yl)thio)-3-fluoropyrazin-2-yl)-5,7-dihydrospiro[cyclopenta[b]pyridin-6,4'-piperidin]-5-amine NC1=C(N=C(C(=N1)N1CCC2(CC1)[C@@H](C=1C(=NC=CC1)C2)N)F)SC2=C(C(=NC=C2)N)Cl